2-(4-amino-5-(methoxycarbonyl)-1H-pyrrolo[2,3-b]pyridin-1-yl)acetic acid NC1=C2C(=NC=C1C(=O)OC)N(C=C2)CC(=O)O